6-chloro-1H-benzo[d][1,2,3]triazol-1-yl 4-chlorobenzenesulfonate ClC1=CC=C(C=C1)S(=O)(=O)ON1N=NC2=C1C=C(C=C2)Cl